2-{3-[(3S)-3-(propan-2-yl)piperazin-1-yl]-1,2,4-triazin-6-yl}-5-(pyrazin-2-yl)phenol CC(C)[C@H]1CN(CCN1)C=1N=NC(=CN1)C1=C(C=C(C=C1)C1=NC=CN=C1)O